C[C@@H]1CN(C[C@H]2N1C[C@@H](C2)NC2=NC=1CCN(CC1C=C2)C)C2=C1C=CC=NC1=C(C=C2)C#N 5-[(4R,7R,8aS)-4-methyl-7-[(6-methyl-7,8-dihydro-5H-1,6-naphthyridin-2-yl)amino]-3,4,6,7,8,8a-hexahydro-1H-pyrrolo[1,2-a]pyrazin-2-yl]quinoline-8-carbonitrile